BrC1=CC=C(C=C1)C=1C[C@H]2[C@H](CN(C2)CC)C1 (3aS,6aR)-5-(4-bromophenyl)-2-ethyl-1,2,3,3a,4,6a-hexahydrocyclopenta[c]pyrrole